3-(2,4-dichlorophenyl)-2-methyl-3,6-dihydro-2H-1,2,6-thiadiazine-4-carboxylate 1,1-dioxide ClC1=C(C=CC(=C1)Cl)C1N(S(NC=C1C(=O)[O-])(=O)=O)C